ClC=1C(=C(CNC(CN(C(CN2N=C(C3=CC=C(C=C23)O)C(=O)N)=O)C2CC2)=O)C=CC1)F 1-(2-((2-((3-chloro-2-fluorobenzyl)amino)-2-oxoethyl)(cyclopropyl)amino)-2-oxoethyl)-6-hydroxy-1H-indazole-3-carboxamide